C(C)(C)(C)[S@@](=O)N(C1(COC1)C1=CC=C(C=C1)CC(=O)OCC)COCC[Si](C)(C)C |r| 2-(±)-Ethyl 2-[4-[3-[tert-butylsulfinyl(2-trimethylsilylethoxymethyl)amino]oxetan-3-yl]phenyl]acetate